Methyl 4-[3-[4-(1-benzofuran-7-yl)-2,6-dichlorobenzoyl]-2,4-dihydro-1,3-benzoxazin-8-yl]-5-fluoro-2-(3-oxa-8-azabicyclo[3.2.1]octan-8-yl)benzoate O1C=CC2=C1C(=CC=C2)C2=CC(=C(C(=O)N1COC3=C(C1)C=CC=C3C3=CC(=C(C(=O)OC)C=C3F)N3C1COCC3CC1)C(=C2)Cl)Cl